methyl [(6S)-4-(3'-fluoro-4'-hydroxy[1,1'-biphenyl]-4-yl)-2,3,9-trimethyl-6H-thieno[3,2-f][1,2,4]triazolo[4,3-a][1,4]diazepin-6-yl]acetate FC=1C=C(C=CC1O)C1=CC=C(C=C1)C1=N[C@H](C=2N(C3=C1C(=C(S3)C)C)C(=NN2)C)CC(=O)OC